7,8-dioleoyl-octanoic acid C(CCCCCCC\C=C/CCCCCCCC)(=O)C(CCCCCC(=O)O)CC(CCCCCCC\C=C/CCCCCCCC)=O